6-cyclopropyl-8-(3-methyl-2,4-dioxoimidazolidin-1-yl)imidazo[1,2-a]pyrazine-2-carbaldehyde C1(CC1)C=1N=C(C=2N(C1)C=C(N2)C=O)N2C(N(C(C2)=O)C)=O